N1=CC=C(C2=CC=CC=C12)CC1=NN2C(=NC=3C=CC=CC3C2=C1)N 2-(quinolin-4-ylmethyl)pyrazolo[1,5-c]quinazolin-5-amine